9,9',9'',9'''-(4-(2-(2,6-diphenylpyridin-4-yl)phenyl)pyridine-2,3,5,6-tetrayl)tetrakis(9H-carbazole) C1(=CC=CC=C1)C1=NC(=CC(=C1)C1=C(C=CC=C1)C1=C(C(=NC(=C1N1C2=CC=CC=C2C=2C=CC=CC12)N1C2=CC=CC=C2C=2C=CC=CC12)N1C2=CC=CC=C2C=2C=CC=CC12)N1C2=CC=CC=C2C=2C=CC=CC12)C1=CC=CC=C1